BrC(=CCCCCC1=CC=CC=C1)Br 4-(2,2-dibromoethenyl)butylbenzene